CC(C[Si](OCC)(OCC)OCC)(CC(C)C)C 2,2,4-Trimethylpentyltriethoxysilane